1,5-anhydro-2,3-dideoxy-3-(6-(4-((3-hydroxyazetidin-1-yl)carbonyl)benzyl)-7,8-dimethyl-4-oxoquinazolin-3(4H)-yl)-L-threo-pentitol OC1CN(C1)C(=O)C1=CC=C(CC=2C=C3C(N(C=NC3=C(C2C)C)[C@H]2CCOC[C@@H]2O)=O)C=C1